Tert-butyl (3S,4S)-4-(4-bromophenyl)-3-hydroxy-piperidine-1-carboxylate BrC1=CC=C(C=C1)[C@H]1[C@@H](CN(CC1)C(=O)OC(C)(C)C)O